C(C)OC(\C=C(/C(F)(F)F)\C=1C=NC(=CC1)Br)=O.C1(=C(C=CC=C1)C=1C(=C2C(=CC1)N=C1C=CC3=C4C=CC=CC4=NC3=C12)C1=NC2=C(C(=N1)C1=CC=CC=C1)SC1=C2C=CC=C1C1=CC=CC=C1)C=1C(=CC=CC1)C1=CC=CC=C1 (terphenylyl)(diphenylbenzothienopyrimidineyl)indolocarbazole (Z)-ethyl-3-(6-bromopyridin-3-yl)-4,4,4-trifluorobut-2-enoate